distearyl-amine C(CCCCCCCCCCCCCCCCC)NCCCCCCCCCCCCCCCCCC